C(CCCCCCCCCCCCCCC(=O)OC)(=O)OC Dimethyl hexadecanedioate